4-(2-(4-(3-(4-Cyano-3-(trifluoromethyl)phenyl)-5,5-dimethyl-4-oxo-2-thioxoimidazolidin-1-yl)-2-cyclopropylphenoxy)ethyl)piperazine-1-carboxylic acid tert-butyl ester C(C)(C)(C)OC(=O)N1CCN(CC1)CCOC1=C(C=C(C=C1)N1C(N(C(C1(C)C)=O)C1=CC(=C(C=C1)C#N)C(F)(F)F)=S)C1CC1